C(CCCCCCC)SC1=NC=NC(=N1)SCCCCCCCC 4,6-bis(octylthio)-1,3,5-triazin